(5-(3-hydroxyphenyl)-2-phenethyl-2-azabicyclo[3.3.1]nonan-9-yl)propanoate OC=1C=C(C=CC1)C12CCN(C(CCC1)C2OC(CC)=O)CCC2=CC=CC=C2